[3-[6-methyl-4-[(5S)-5-aminospiro[5,7-dihydrocyclopenta[b]pyridine-6,4'-piperidine]-1'-yl]pyrazolo[1,5-a]pyrazin-7-yl]phenyl]methanol CC=1N=C(C=2N(C1C=1C=C(C=CC1)CO)N=CC2)N2CCC1(CC2)[C@@H](C=2C(=NC=CC2)C1)N